(2R,3R,4S,5R)-5-[6-(CYCLOPENTYLAMINO)-2-(TRIFLUOROMETHYL)PURIN-9-YL]-4-FLUORO-2-(HYDROXYMETHYL)TETRAHYDROFURAN-3-OL C1(CCCC1)NC1=C2N=CN(C2=NC(=N1)C(F)(F)F)[C@H]1[C@H]([C@@H]([C@H](O1)CO)O)F